(S)-9-(2-Hydroxy-2-methylpropyl)-2-((R)-3-methylmorpholin-4-yl)-8-trifluoromethyl-6,7,8,9-tetrahydro-pyrimido[1,2-a]-pyrimidin-4-one OC(CN1[C@@H](CCN2C1=NC(=CC2=O)N2[C@@H](COCC2)C)C(F)(F)F)(C)C